N-[4-methyl-3-(4,4,5,5-tetramethyl-1,3,2-dioxaborolan-2-yl)phenyl]-2-(trifluoromethyl)pyridine-4-carboxamide CC1=C(C=C(C=C1)NC(=O)C1=CC(=NC=C1)C(F)(F)F)B1OC(C(O1)(C)C)(C)C